tert-butyl (3R)-3-[(1S)-2-tert-butoxy-1-[[3-(hydroxymethyl)phenyl]methyl]-2-oxo-ethyl]pyrrolidine-1-carboxylate C(C)(C)(C)OC([C@@H](CC1=CC(=CC=C1)CO)[C@@H]1CN(CC1)C(=O)OC(C)(C)C)=O